C1(CC1)C=1C(=NSC1C(=O)NC1=CC(=NC=C1)C(F)(F)F)C=1C=2N(C=CC1)N=CC2 4-cyclopropyl-3-(pyrazolo[1,5-a]pyridine-4-yl)-N-(2-(trifluoromethyl)pyridine-4-yl)isothiazole-5-carboxamide